tert-butyl 6-oxo-8-(4-(trifluoromethyl)phenyl)octahydro-2H-pyrazino[1,2-a]pyrazine-2-carboxylate O=C1CN(CC2N1CCN(C2)C(=O)OC(C)(C)C)C2=CC=C(C=C2)C(F)(F)F